C(N)(=O)C1=C(C(=O)O)NC(NC1=O)=O carbamoylorotic acid